(S)-4-bromo-9-ethyl-5-fluoro-9-hydroxy-1,2,3,9,12,15-hexahydro-10H,13H-benzo[de]pyrano[3',4':6,7]indolizino[1,2-b]quinoline-10,13-dione BrC1=C2C=3C(=C4C(=NC3C=C1F)C1=CC3=C(C(N1C4)=O)COC([C@]3(O)CC)=O)CCC2